NC1=C(C=C2CCCN(C2=C1)C)Br 7-amino-6-bromo-1-methyl-3,4-dihydroquinolin